(1R,3S)-3-(3-((5-(hydroxymethyl)pyrazin-2-yl)amino)-1H-pyrazol-5-yl)cyclopentyl 2,2-dimethylazetidine-1-carboxylate CC1(N(CC1)C(=O)O[C@H]1C[C@H](CC1)C1=CC(=NN1)NC1=NC=C(N=C1)CO)C